trans-2-piperazinyl-ethanol N1(CCNCC1)CCO